4-(tert-Butylamino)-2-(((R,3S)-3-hydroxycyclohexyl)amino)pyrimidine-5-carboxamide C(C)(C)(C)NC1=NC(=NC=C1C(=O)N)N[C@H]1C[C@H](CCC1)O